ClCC(=O)C(C(=O)N)(C)NC(C(CC(C)C)NC(\C=C\C1=C(C=C(C=C1)Cl)F)=O)=O (2-chloroacetyl)-[[2-[[(E)-3-(4-chloro-2-fluoro-phenyl)prop-2-enoyl]amino]-4-methyl-pentanoyl]amino]propionamide